(1R,3S)-3-(3-((1,1-dioxido-2,3-dihydrobenzo[d]isothiazol-4-yl)amino)-1H-pyrazol-5-yl)cyclopentyl isopropylcarbamate C(C)(C)NC(O[C@H]1C[C@H](CC1)C1=CC(=NN1)NC1=CC=CC2=C1CNS2(=O)=O)=O